8-{6,6-difluorospiro[3.3]hept-2-yl}-2,3-dimethyl-6-[(2R)-2-(1-methyl-1H-pyrazol-4-yl)morpholin-4-yl]-3H,4H-pyrimido[5,4-d][1,3]diazin-4-one FC1(CC2(CC(C2)C2=NC(=NC3=C2N=C(N(C3=O)C)C)N3C[C@H](OCC3)C=3C=NN(C3)C)C1)F